butyl (((2S,4S)-5-chloro-4-(6-cyano-2-fluoro-3-(2-((tetrahydro-2H-pyran-2-yl)oxy)ethoxy)phenyl)-6-fluoro-2-phenyl-2,3-dihydrobenzofuran-2-yl)methyl)carbamate ClC=1C(=CC2=C(C[C@](O2)(C2=CC=CC=C2)CNC(OCCCC)=O)C1C1=C(C(=CC=C1C#N)OCCOC1OCCCC1)F)F